NC1=CC=C(C(=C1C1=CC(N2[C@@H](CC[C@@H]2C1)C(=O)OCC(=O)C1=C(C(=NC=C1)C1COC1)F)=O)F)Cl 2-(3-Fluoro-2-(oxetan-3-yl)pyridin-4-yl)-2-oxoethyl (3S,8aR)-7-(6-amino-3-chloro-2-fluorophenyl)-5-oxo-1,2,3,5,8,8a-hexahydroindolizine-3-carboxylate